Rel-2-[(2S,5R)-2-(6-acetamido-3-pyridyl)-5-methyl-1-piperidyl]-N-(6-amino-5-ethyl-3-pyridyl)-2-oxo-acetamide C(C)(=O)NC1=CC=C(C=N1)[C@H]1N(C[C@@H](CC1)C)C(C(=O)NC=1C=NC(=C(C1)CC)N)=O |o1:10,13|